(1S,3R)-3-((3-fluoro-6-(1-methyl-1H-pyrazol-4-yl)pyrazolo[1,5-a]pyrazin-4-yl)oxy)cyclohexan-1-amine FC=1C=NN2C1C(=NC(=C2)C=2C=NN(C2)C)O[C@H]2C[C@H](CCC2)N